2-phenylpropionamide C1(=CC=CC=C1)C(C(=O)N)C